S1C2=C(C=C1)C(=CC=C2)C(=O)O benzo[b]thiophene-4-carboxylic acid